isostearic acid behenate C(CCCCCCCCCCCCCCCCCCCCC)(=O)O.C(CCCCCCCCCCCCCCC(C)C)(=O)O